3-(4-chlorophenyl)-4-(1,3-dioxoisoindoline-2-yl)butanoic acid ClC1=CC=C(C=C1)C(CC(=O)O)CN1C(C2=CC=CC=C2C1=O)=O